tris(3-iodo-4-(2-(oxiran-2-yl)ethoxy)phenyl)methane IC=1C=C(C=CC1OCCC1OC1)C(C1=CC(=C(C=C1)OCCC1OC1)I)C1=CC(=C(C=C1)OCCC1OC1)I